1-(trans-5-(2-isopropylphenoxy)octahydrocyclopenta[c]pyrrole-2-carbonyl)-1H-pyrazole-3-carboxylic acid C(C)(C)C1=C(OC2CC3C(CN(C3)C(=O)N3N=C(C=C3)C(=O)O)C2)C=CC=C1